BrCC=1C=C(C2=C(C(N(CCO2)[C@H]2CCOC3=CC=C(C=C23)OC)=O)C1)C=1C(=NN(C1)CC)C(F)(F)F (S)-7-(bromomethyl)-9-(1-ethyl-3-(trifluoromethyl)-1H-pyrazol-4-yl)-4-(6-methoxychroman-4-yl)-3,4-dihydrobenzo[f][1,4]oxazepin-5(2H)-one